C(#N)C1=C(C2=C(N(C(N(C2=O)C(C(=O)OC(C)(C)C)(C)C)=O)CC(OC2CCOCC2)C2=C(C=CC=C2)OC(F)F)S1)C Tert-butyl 2-(6-cyano-1-(2-(2-(difluoromethoxy) phenyl)-2-((tetrahydro-2H-pyran-4-yl) oxy) ethyl)-5-methyl-2,4-dioxo-1,2-dihydrothieno[2,3-d]pyrimidin-3(4H)-yl)-2-methylpropanoate